FC=1C=C2C(N(C(NC2=CC1)=S)CCCNC(OC(C)(C)C)=O)=O tert-butyl (3-(6-fluoro-4-oxo-2-thioxo-1,4-dihydroquinazolin-3(2H)-yl)propyl)carbamate